tert-butyl N-[(2S)-1-bromo-3-fluoropropan-2-yl]carbamate BrC[C@H](CF)NC(OC(C)(C)C)=O